C(C)C1(NC(N(C(C1)=O)C1CCCC=2C=CC(=CC12)C(=O)N[C@H]1[C@](COC2=CC=CC=C12)(C)O)=N)CC 8-(4,4-diethyl-2-imino-6-oxotetrahydropyrimidin-1(2H)-yl)-N-((3S,4R)-3-hydroxy-3-methylchroman-4-yl)-5,6,7,8-tetrahydronaphthalene-2-carboxamide